5-[[1-(2-oxo-2-[(2S,4S)-2-cyano-4-fluoro-pyrrolidin-1-yl]ethyl)-4-piperidyl]amino]-N-phenyl-quinoline-3-carboxamide O=C(CN1CCC(CC1)NC1=C2C=C(C=NC2=CC=C1)C(=O)NC1=CC=CC=C1)N1[C@@H](C[C@@H](C1)F)C#N